1-(benzenesulfonyl)-4-bromo-benzene C1(=CC=CC=C1)S(=O)(=O)C1=CC=C(C=C1)Br